ethyl 5-(dimethylamino)-2-fluoro-4-((pyrrolidin-1-ylsulfonyl)carbamoyl)benzoate CN(C=1C(=CC(=C(C(=O)OCC)C1)F)C(NS(=O)(=O)N1CCCC1)=O)C